CC(CC(=O)O[C@H]1[C@@H](OC([C@H]([C@H](OC([C@@H]1CCCCCC)=O)C)NC(C1=C(C(=CC=C1)NC=O)O)=O)=O)C)C [(2R,3S,6S,7R,8R)-3-[(3-formamido-2-hydroxybenzoyl)amino]-8-hexyl-2,6-dimethyl-4,9-dioxo-1,5-dioxonan-7-yl] 3-methylbutanoate